ClC=1C=C(C=CC1)[C@H](C(=O)N1[C@H]2CC([C@@H]([C@H]1C(=O)N[C@@H](C[C@@H]1C(NCC1)=O)C#N)CC2)(F)F)O (1R,3S,4R)-2-((R)-2-(3-chlorophenyl)-2-hydroxyacetyl)-N-((S)-1-cyano-2-((R)-2-oxopyrrolidin-3-yl)ethyl)-5,5-difluoro-2-azabicyclo[2.2.2]octane-3-carboxamide